C(C1=CC=CC=C1)OC1=NC(=CC(=C1CN1C(C=2C(=C3C(=C(C2CC1)Cl)OC(O3)(C)[C@@H]3CC[C@H](CC3)NC([O-])=O)C)=O)C)C (trans-4-(6-((2-(benzyloxy)-4,6-dimethylpyridin-3-yl)methyl)-9-chloro-2,4-dimethyl-5-oxo-5,6,7,8-tetrahydro-[1,3]dioxolo[4,5-g]isoquinolin-2-yl)cyclohexyl)carbamate